16-(4-tert-butylphenyl)-4-(pyridin-3-yl)-8,11,13,14,16-pentaazatetracyclo[8.6.0.02,7.011,15]-hexadec-1(10),2,4,6,8,12,14-heptaene C(C)(C)(C)C1=CC=C(C=C1)N1C2=NN=CN2C=2C=NC3=CC=C(C=C3C12)C=1C=NC=CC1